4-(2-(3-chloro-4-(6-(1-methylcyclopropoxy)-9-((4-methylpyridin-2-yl)methyl)-9H-purin-8-yl)phenoxy)ethyl)piperazin-2-one ClC=1C=C(OCCN2CC(NCC2)=O)C=CC1C=1N(C2=NC=NC(=C2N1)OC1(CC1)C)CC1=NC=CC(=C1)C